N-(2-fluoro-4-methyl-phenyl)-5-(2-fluorophenyl)-1H-pyrrole-3-sulfonamide FC1=C(C=CC(=C1)C)NS(=O)(=O)C1=CNC(=C1)C1=C(C=CC=C1)F